4-[6-(butylamino)-3-[4-[(piperazin-1-yl)methyl]phenyl]-1H-pyrazolo[3,4-d]pyrimidin-1-yl]cyclohexan-1-ol hydrochloride Cl.C(CCC)NC1=NC=C2C(=N1)N(N=C2C2=CC=C(C=C2)CN2CCNCC2)C2CCC(CC2)O